alpha-ethynylandrost-5-ene C(#C)C[C@@]12CCC[C@H]1[C@@H]1CC=C3CCCC[C@]3(C)[C@H]1CC2